O=C1C=C2N(C(OC3=C2C=2CCOC2C(=C3)OCC3CCOCC3)C=3SC=CN3)C=C1C(=O)O 11-oxo-4-((tetrahydro-2H-pyran-4-yl)methoxy)-7-(thiazol-2-yl)-1,2,7,11-tetrahydrobenzofuro[4,5-e]pyrido[1,2-c][1,3]oxazine-10-carboxylic acid